6-(trifluoromethoxy)-1H-benzimidazole FC(OC=1C=CC2=C(NC=N2)C1)(F)F